BrC1=CN(C=2C1=NC(=CC2)C=2SC1=C(N2)C=C(C(=C1C1=CC=C(C=C1)Cl)[C@@H](C(=O)OCC)OC(C)(C)C)C)C ethyl (S)-2-(2-(3-bromo-1-methyl-1H-pyrrolo[3,2-b]pyridin-5-yl)-7-(4-chlorophenyl)-5-methylbenzo[d]thiazol-6-yl)-2-(tert-butoxy)acetate